4-((6'-chloro-4-(difluoromethoxy)-[2,3'-bipyridin]-4'-yl)amino)-1-methylcyclohexan-1-ol ClC1=CC(=C(C=N1)C1=NC=CC(=C1)OC(F)F)NC1CCC(CC1)(O)C